2-methyl-N4-(7-{8-methyl-1H,2H,3H-pyrido[2,3-b][1,4]oxazin-7-yl}-5H,6H,7H,8H-pyrido[3,4-d]pyrimidin-2-yl)-N1-[2-(morpholin-4-yl)ethyl]benzene-1,4-diamine CC1=C(C=CC(=C1)NC=1N=CC2=C(N1)CN(CC2)C2=C(C1=C(OCCN1)N=C2)C)NCCN2CCOCC2